C(#N)C1(CC1)NS(=O)(=O)C=1C=C(C=2N(C1)C(=NC2)C=2SC(=NN2)C(F)(F)F)N2CCN(CC2)C(C2=CC=NC=C2)=O N-(1-cyanocyclopropyl)-8-(4-isonicotinoylpiperazin-1-yl)-3-(5-(trifluoromethyl)-1,3,4-thiadiazol-2-yl)imidazo[1,5-a]pyridine-6-sulfonamide